C(#N)C1=CC=C(C=C1)C(CN[C@H](C(=O)NC1=NC=C(C=C1)C=1C=NN(C1)CC(F)(F)F)C1=CC=CC=C1)C (S)-2-((2-(4-cyanophenyl)propyl)amino)-2-phenyl-N-(5-(1-(2,2,2-trifluoroEthyl)-1H-pyrazol-4-yl)pyridin-2-yl)acetamide